4,4',4'',4'''-(Porphine-5,10,15,20-tetrayl)tetrakis(benzoic acid) C12=CC=C(N1)C(=C1C=CC(=N1)C(=C1C=CC(N1)=C(C=1C=CC(N1)=C2C2=CC=C(C(=O)O)C=C2)C2=CC=C(C(=O)O)C=C2)C2=CC=C(C(=O)O)C=C2)C2=CC=C(C(=O)O)C=C2